tertbutyl (5-((1-(difluoromethyl)-1H-pyrazol-3-yl)carbamoyl)-4-methoxypyridin-2-yl)carbamate FC(N1N=C(C=C1)NC(=O)C=1C(=CC(=NC1)NC(OC(C)(C)C)=O)OC)F